C(C)(C)(C)OC(N[C@@]1(CN(CC1)C1=C(C(=NC=C1C(N[C@@H](C)C1CC1)=O)C#N)C1=CC(=CC(=C1)F)F)C)=O ((S)-1-(2-cyano-5-(((S)-1-cyclopropylethyl)carbamoyl)-3-(3,5-difluorophenyl)pyridin-4-yl)-3-methylpyrrolidin-3-yl)carbamic acid tert-butyl ester